(S)-7-(bromomethyl)-2-(1-(4-fluoro-3-methylphenyl)ethyl)-5-(1-methyl-3-(trifluoromethyl)-1H-pyrazol-4-yl)-3,4-dihydroisoquinolin-1(2H)-one BrCC1=CC(=C2CCN(C(C2=C1)=O)[C@@H](C)C1=CC(=C(C=C1)F)C)C=1C(=NN(C1)C)C(F)(F)F